ClCC1=C(C=C(C=C1)C1=CC=C(C=C1)OC1=CC(=CC(=C1)Cl)Cl)OC 4-(chloromethyl)-4'-(3,5-dichlorophenoxy)-3-methoxy-1,1'-biphenyl